FC(C1=CC=CC=C1)(CCC)O fluoro-α-propylbenzyl alcohol